CC1=C(C(=CC=C1)C)C1=NC=2NS(C3=CC=CC(C(N4[C@H](CN(C[C@@H](OC(=C1)N2)C4)C)CC(C)C)=O)=C3)(=O)=O (16R,20S)-12-(2,6-dimethylphenyl)-18-methyl-20-(2-methylpropyl)-15-oxa-8λ6-thia-1,9,11,18,22-pentaazatetracyclo[14.4.1.13,7.110,14]tricosa-3(23),4,6,10(22),11,13-hexaene-2,8,8-trione